FC(C(=O)[O-])(F)F.C(C=C)(=O)N1CC(C1)CN1C(C(=NC2=CC(=C(C=C12)Cl)C1=CC(=CC2=CC=CC=C12)O)NC[C@H]1[NH+](CCC1)C)=O (2S)-2-(((4-((1-acryloylazetidin-3-yl)methyl)-6-chloro-7-(3-hydroxynaphthalen-1-yl)-3-oxo-3,4-dihydroquinoxalin-2-yl)amino)methyl)-1-methylpyrrolidin-1-ium 2,2,2-trifluoroacetate